[Si](C)(C)(C(C)(C)C)OCCCOC=1C=CC=2N(C1)N=CC2 6-(3-((tert-butyldimethylsilyl)oxy)propoxy)pyrazolo[1,5-a]pyridine